BrC=1C=C(C=CC1)C=1C[C@@H]([C@H](CC1)NC(OC(C)(C)C)=O)N(C)C tert-butyl ((3S,4S)-3'-bromo-3-(dimethylamino)-2,3,4,5-tetrahydro-[1,1'-biphenyl]-4-yl)carbamate